BrC=1C=C(C=CC1OCOC)/C=C/C=1SC2=C(N1)C=C(C(=C2)N(C)CCOCCF)CC (E)-2-(3-bromo-4-(methoxymethoxy)phenylvinyl)-5-ethyl-N-(2-(2-fluoroethoxy)ethyl)-N-methylbenzo[d]thiazole-6-yl-Amine